(2S)-2-[4-bromo-2-(4-butoxy-4,5-dihydroisoxazol-3-yl)phenoxy]butanoic acid ethyl ester C(C)OC([C@H](CC)OC1=C(C=C(C=C1)Br)C1=NOCC1OCCCC)=O